(2-(2-(hexyloxy)ethoxy)ethoxy)ethyl oleate C(CCCCCCC\C=C/CCCCCCCC)(=O)OCCOCCOCCOCCCCCC